Cl.Cl.C1(CC1)CN[C@H]1[C@@H](C1)C=1C=C(SC1)C(=O)NC=1SC(=NN1)C 4-(trans-2-((cyclopropylmethyl)amino)cyclopropyl)-N-(5-methyl-1,3,4-thiadiazol-2-yl)thiophene-2-carboxamide Dihydrochloride